ClC=1C=CC=C2C=NC(=NC12)C1=CC=C(OCCO[C@H]2C[C@H](C2)C(=O)OC)C=C1 cis-methyl 3-[2-[4-(8-chloroquinazolin-2-yl)phenoxy]ethoxy]cyclobutanecarboxylate